C(\C=C/C(=O)O)(=O)O.CN(CC1C(OCC1)(C1=CC=CC=C1)C1=CC=CC=C1)C tetrahydro-N,N-dimethyl-2,2-diphenyl-3-furanmethanamine maleate